L-3-hydroxy-2,4,6-triiodobenzoic acid OC=1C(=C(C(=O)O)C(=CC1I)I)I